CC1=CC(=C(C=C1)NC1=NC=CC=C1)[N+](=O)[O-] N-(4-methyl-2-nitrophenyl)pyridine-2-amine